N-(2-(dimethylamino)-2-(thiophen-3-yl)ethyl)-5-hydroxyisoindoline-2-carboxylic acid amide CN(C(CNC(=O)N1CC2=CC=C(C=C2C1)O)C1=CSC=C1)C